N1(C=NC=C1)CC1=CC(=C2CCN(C(C2=C1)=O)C1=NC2=C(C=C(C=C2C=C1)CC)C(=O)NC1CCN(CC1)C)C=1C(=NN(C1)C)C(F)(F)F (7-((1H-imidazol-1-yl)methyl)-5-(1-methyl-3-(trifluoromethyl)-1H-pyrazol-4-yl)-1-oxo-3,4-dihydroisoquinolin-2(1H)-yl)-6-ethyl-N-(1-methylpiperidin-4-yl)quinoline-8-carboxamide